C(C)(C)(C)OC(=O)N([C@H](C(=O)OC(C)(C)C)CN=C=O)C(=O)OC(C)(C)C tert-butyl (2S)-2-(bis((tert-butoxy)carbonyl)amino)-3-isocyanatopropionate